bis(dibutylphenoxymethyl)phenol C(CCC)C(OC1=CC=CC=C1)(CCCC)C=1C(=C(C=CC1)O)C(CCCC)(CCCC)OC1=CC=CC=C1